N-methyl-N-(trimethyl-silyl)trifluoroacetamide CN(C(C(F)(F)F)=O)[Si](C)(C)C